4-heptylundecanoic acid C(CCCCCC)C(CCC(=O)O)CCCCCCC